BrC1=C2CC[C@@H](C2=CC=C1)NC=1N=C(C=NC1C(F)(F)F)OC (S)-5-((4-bromo-2,3-dihydro-1H-inden-1-yl)amino)-3-methoxy-6-(trifluoromethyl)pyrazine